5-amino-6-[(2-chloro-5-fluorophenyl)carbonyl]-3-(2,2-difluoroethyl)-2-methylindazole-7-carbonitrile NC1=CC2=C(N(N=C2C(=C1C(=O)C1=C(C=CC(=C1)F)Cl)C#N)C)CC(F)F